5-(2,3-Dichloro-8-(2-(trifluoromethyl)cyclopropyl)imidazo[1,2-b]pyridazin-6-yl)pyrimidine-2,4(1H,3H)-dione ClC=1N=C2N(N=C(C=C2C2C(C2)C(F)(F)F)C=2C(NC(NC2)=O)=O)C1Cl